((tert-butyldimethylsilyl)oxy)-N-(2-(5,7-difluoro-2-(4-fluorophenyl)-1H-indol-3-yl)ethyl)propane-1-sulfonamide [Si](C)(C)(C(C)(C)C)OC(CC)S(=O)(=O)NCCC1=C(NC2=C(C=C(C=C12)F)F)C1=CC=C(C=C1)F